ClC=1C(=NC(=NC1)NC1=CC(=C(C=C1OC(C)C)N1CCN(CC1)CC1=CC=C(C=C1)N1C(NC(CC1)=O)=O)C)NC1=C(C=CC=C1)S(=O)(=O)C(C)C 1-(4-((4-(4-((5-chloro-4-((2-(isopropylsulfonyl)phenyl)amino)pyrimidin-2-yl)amino)-5-isopropoxy-2-methylphenyl)piperazin-1-yl)methyl)phenyl)dihydropyrimidine-2,4(1H,3H)-dione